N-(1-(4-(2-(2-Aminopyridin-3-yl)-5-phenyl-3H-imidazo[4,5-b]pyridin-3-yl)benzyl)piperidin-4-yl)-3-cyanopyridazine-4-carboxamide NC1=NC=CC=C1C1=NC=2C(=NC(=CC2)C2=CC=CC=C2)N1C1=CC=C(CN2CCC(CC2)NC(=O)C2=C(N=NC=C2)C#N)C=C1